ClC1=C(C(=O)NC2=CC(=NN2C2=CC=CC=C2)C(=O)NCC2(CCN(CC2)CCN2CCN(CC2)C2=CC=C(C=C2)NC2C(NC(CC2)=O)=O)O)C=C(C(=C1)Cl)C1=NC=CC=C1 5-[[2,4-dichloro-5-(2-pyridyl)benzoyl]amino]-N-[[1-[2-[4-[4-[(2,6-dioxo-3-piperidyl)amino]phenyl]piperazin-1-yl]ethyl]-4-hydroxy-4-piperidyl]methyl]-1-phenyl-pyrazole-3-carboxamide